3-[3-methyl-bicyclo[1.1.1]pent-1-yl]-3-oxopropionitrile CC12CC(C1)(C2)C(CC#N)=O